FC(C1=NC=CC(=C1)NC1=C(C(=O)OC=2C=NC=CC2)C=CC=C1)(F)F Pyridin-3-yl 2-[[2-(trifluoromethyl)pyridin-4-yl]amino]benzoate